2-{[(3R,6R)-1-{[5-fluoro-2-(1,3-thiazol-4-yl)phenyl]carbonyl}-6-methylpiperidin-3-yl]oxy}-3-methylpyridine-4-carbonitrile FC=1C=CC(=C(C1)C(=O)N1C[C@@H](CC[C@H]1C)OC1=NC=CC(=C1C)C#N)C=1N=CSC1